6-(4-(TRIFLUOROMETHYL)-1H-PYRAZOL-1-YL)PYRIDINE-3-SULFONYL CHLORIDE FC(C=1C=NN(C1)C1=CC=C(C=N1)S(=O)(=O)Cl)(F)F